Taurine, sodium salt [Na+].NCCS(=O)(=O)[O-]